C(C)OC(CCCCCCCCC=CC=CCC)OCC 15,15-diethoxy-3,5-pentadecadiene